(E)-5-(3-(trifluoromethyl)phenyl)nicotinamide oxime FC(C=1C=C(C=CC1)C=1C=NC=C(\C(\N)=N/O)C1)(F)F